C(CCC)N1C(C2=CN=CC=C2C(=C1)C1=CC(=C(C=C1)O[C@@H]1[C@H](CN(CC1)CC1CCNCC1)F)OC)=O butyl-4-(4-(((3S,4S)-3-fluoro-1-(piperidin-4-ylmethyl)piperidin-4-yl)oxy)-3-methoxyphenyl)-2,7-naphthyridin-1(2H)-one